4-bromo-5-chloro-6-fluoro-N-isopropyl-2-(tetrahydro-2H-pyran-2-yl)-2H-indazol-7-amine BrC=1C2=CN(N=C2C(=C(C1Cl)F)NC(C)C)C1OCCCC1